NC1=C(C2=C(S1)C(C(CC2)(CCO)CC2CC2)=O)C(=O)N 2-Amino-6-(cyclopropylmethyl)-6-(2-hydroxyethyl)-7-oxo-4,5,6,7-tetrahydrobenzo[b]thiophene-3-carboxamide